CC=1N=C(C(=NC1C1=CC=CC=2N(C=NC21)C)C(=O)N)NC2=CC=C(C=C2)[C@@H]2CN(CCO2)C |o1:27| 5-Methyl-6-(1-methylbenzimidazol-4-yl)-3-[4-[rel-(2R)-4-methylmorpholin-2-yl]anilino]pyrazin-2-carboxamid